COCCSC1=NN=C(S1)N 5-((2-methoxyethyl)thio)-1,3,4-thiadiazol-2-amine